CCC(CC)N1N=CC(=C1)C=1C=2N(C=C(N1)C=1C=NN(C1)CCNC1CC1)N=CC2 N-(2-(4-(4-(1-(pentan-3-yl)-1H-pyrazol-4-yl)pyrazolo[1,5-a]pyrazin-6-yl)-1H-pyrazol-1-yl)ethyl)cyclopropanamine